C(C)(C)(C)OC(=O)N1CCC(CC1)C#CC1=NC=C(N=C1N)Cl 4-((3-amino-5-chloropyrazin-2-yl)ethynyl)piperidine-1-carboxylic acid tert-butyl ester